4,4-difluoro-1,2-dihydroisoquinolin-3(4H)-one FC1(C(NCC2=CC=CC=C12)=O)F